ClC1=CC(=NC(=C1)N1C[C@@H](N[C@@H](C1)C)C)C=1C=NN2C1C=C(C=C2)C(F)(F)F 3-(4-chloro-6-((3S,5R)-3,5-dimethylpiperazin-1-yl)pyridin-2-yl)-5-(trifluoromethyl)pyrazolo[1,5-a]pyridine